(dimethylamino)cyclopropanecarbaldehyde CN(C)C1(CC1)C=O